lithium (1+) 1-[1-(dimethylamino)-2-methylpropan-2-yl]-2-oxo-1,2-dihydropyridine-3-carboxylate CN(CC(C)(C)N1C(C(=CC=C1)C(=O)[O-])=O)C.[Li+]